FC1=C(C(=O)O)C(=CC=C1C(F)(F)F)C1CCOC2=CC(=CC=C12)F 2-fluoro-6-(7-fluorochroman-4-yl)-3-(trifluoromethyl)benzoic acid